ClC1=NC=NC2=C3C(=CC=C12)C=CO3 4-chlorofuro[3,2-h]quinazoline